(3-(1-methyl-1H-imidazol-2-yl)Benzyl)carbamic acid tert-butyl ester C(C)(C)(C)OC(NCC1=CC(=CC=C1)C=1N(C=CN1)C)=O